BrC1=CC=CC2=C1OCC21CC1 7-bromo-2H-spiro[1-benzofuran-3,1'-cyclopropane]